4,7,13-tris(3-oxo-3-(undecylamino)propyl)-N1,N16-diundecyl-4,7,10,13-tetraazahexadecane-1,16-diamide O=C(CCN(CCC(=O)NCCCCCCCCCCC)CCN(CCNCCN(CCC(=O)NCCCCCCCCCCC)CCC(=O)NCCCCCCCCCCC)CCC(=O)NCCCCCCCCCCC)NCCCCCCCCCCC